N-(3-((3,4-difluorophenyl)amino)-2,3-dihydro-1H-inden-5-yl)acrylamide FC=1C=C(C=CC1F)NC1CCC2=CC=C(C=C12)NC(C=C)=O